2,6-difluoro-4-((5-(3-fluoropropyl)-5-azaspiro[2.4]heptan-7-yl)amino)benzaldehyde FC1=C(C=O)C(=CC(=C1)NC1CN(CC12CC2)CCCF)F